N-phenyl-N'-naphthyl-p-phenylenediamine C1=CC=C(C=C1)NC2=CC=C(C=C2)NC3=CC=CC4=CC=CC=C43